ClC1=C(C=CC2=C1OC(C=1CN(CCC12)C(=O)C1=CC(=C(C(=O)NS(=O)(=O)C2(CC2)C)C=C1)OC1CCC1)=O)N1C[C@@H](N(CC1)C)COC (R)-4-(7-chloro-8-(3-(methoxymethyl)-4-methylpiperazin-1-yl)-5-oxo-1,3,4,5-tetrahydro-2H-chromeno[3,4-c]pyridine-3-carbonyl)-2-cyclobutoxy-N-((1-methylcyclopropyl)sulfonyl)benzamide